3,6-diiodo-1,2-diazine IC=1N=NC(=CC1)I